C(CCCCCCC\C=C\C)(=O)O trans-9-undecenoic acid